1-cyclopropyl-5-iodo-1H-benzo[d]imidazole C1(CC1)N1C=NC2=C1C=CC(=C2)I